4-(5-amino-6-(1-(1-methylpiperidin-4-yl)-1H-pyrazol-4-yloxy)pyrazin-2-yl)-2,6-dimethyl-N-(2-(piperidin-1-yl)ethyl)benzamide NC=1N=CC(=NC1OC=1C=NN(C1)C1CCN(CC1)C)C1=CC(=C(C(=O)NCCN2CCCCC2)C(=C1)C)C